O1C(C=C2C1=COC=C2)=O 2H-furo[2,3-c]pyran-2-one